COC1=CC=C(C=C1)COCC#C methoxy-4-[(prop-2-yn-1-yloxy)methyl]Benzene